2-[(5-bromo-7-fluoro-benzimidazol-1-yl)methoxy]ethyl-trimethyl-silane BrC1=CC2=C(N(C=N2)COCC[Si](C)(C)C)C(=C1)F